Cl.NC(C(=O)N1CCN(CC1)C(=O)NC1=NC(N(C=C1)C1=CC=C(C=C1)CN1C[C@H]([C@@H](CC1)N)C)=O)(C)C trans-4-(2-Amino-2-methylpropanoyl)-N-(1-(4-((4-amino-3-methylpiperidin-1-yl)methyl)phenyl)-2-oxo-1,2-dihydropyrimidin-4-yl)piperazine-1-carboxamide hydrochloride salt